C(=O)C1=CC=C(OCCCN(C(OC(C)(C)C)=O)C)C=C1 tert-butyl (3-(4-formylphenoxy)propyl)(methyl)carbamate